BrC=1N=C(N2C1C(=NC=C2C2=CCC(CC2)N(C(OC(C)(C)C)=O)C)Cl)C(C)C tert-Butyl (4-(1-bromo-8-chloro-3-isopropylimidazo[1,5-a]pyrazin-5-yl)cyclohex-3-en-1-yl)(methyl)carbamate